O([C@@H]1[C@H](O)[C@@H](O)[C@H](O)[C@H](O1)CO)Br bromo α-glucopyranoside